BrC1=CC=C(C=C1)[C@@H](C(F)(F)F)N([S@](=O)C(C)(C)C)C (R)-N-[(1S)-1-(4-bromophenyl)-2,2,2-trifluoro-ethyl]-N,2-dimethyl-propane-2-sulfinamide